(5S)-2-(3-fluorobicyclo[1.1.1]pentan-1-yl)-5-(5-fluoropyridin-3-yl)-2,5,6,7-tetrahydro-3H-pyrrolo[2,1-c][1,2,4]triazol-3-one FC12CC(C1)(C2)N2N=C1N(C2=O)[C@@H](CC1)C=1C=NC=C(C1)F